6,6-dimethyl-1,4-oxazepin-5-one CC1(C(N=CCOC1)=O)C